2,4,6-tri[(p-carboxyphenyl)amino]-1,3,5-triazine C(=O)(O)C1=CC=C(C=C1)NC1=NC(=NC(=N1)NC1=CC=C(C=C1)C(=O)O)NC1=CC=C(C=C1)C(=O)O